1-(6-(2,6-dichloro-3,5-dimethoxyphenyl)-2-(methylthio)pyrido[3,4-d]pyrimidin-8-yl)-4-methylpiperidine-4-carbonitrile ClC1=C(C(=C(C=C1OC)OC)Cl)C1=CC2=C(N=C(N=C2)SC)C(=N1)N1CCC(CC1)(C#N)C